N-[5-[4-[(4,6-dimethylpyrimidin-2-yl)amino]cyclohexoxy]-7-morpholino-1,6-naphthyridin-3-yl]-N-[(3-methyl-2-nitro-imidazol-4-yl)methyl]methanesulfonamide CC1=NC(=NC(=C1)C)NC1CCC(CC1)OC1=C2C=C(C=NC2=CC(=N1)N1CCOCC1)N(S(=O)(=O)C)CC=1N(C(=NC1)[N+](=O)[O-])C